bis(phenylmethylene)-dicyclohexylmethanediamine C1(=CC=CC=C1)C=NC(N=CC1=CC=CC=C1)(C1CCCCC1)C1CCCCC1